BrC1=C(N)C(=CC(=C1)F)C 2-bromo-4-fluoro-6-methyl-aniline